4-Chloro-1-[4-(1,1-difluoroethyl)phenyl]sulfonyl-3-[(4R)-3,3,4-trifluoropyrrolidin-1-yl]indazole ClC1=C2C(=NN(C2=CC=C1)S(=O)(=O)C1=CC=C(C=C1)C(C)(F)F)N1CC([C@@H](C1)F)(F)F